(2S,4R)-1-(2-ethyl-1,3-oxazole-4-carbonyl)-4-fluoro-N-[(S)-phenyl[4-(propan-2-yl)phenyl]methyl]pyrrolidine-2-carboxamide C(C)C=1OC=C(N1)C(=O)N1[C@@H](C[C@H](C1)F)C(=O)N[C@H](C1=CC=C(C=C1)C(C)C)C1=CC=CC=C1